FC1(OC(C(=O)OC1=O)(F)F)F tetrafluorodiglycolic anhydride